COC1=CC=C(C=C)C=C1 p-methoxyStyrene